CC=1N=NC(=C2C1C=NC(=C2)N2CCOCC2)N[C@H](C)C=2C(=C(C=CC2)O)C(F)(F)F (R)-3-(1-((4-methyl-7-morpholinopyrido[3,4-d]pyridazin-1-yl)amino)ethyl)(trifluoromethyl)phenol